C(C)C1=CC2=C(NC1=O)C=C(S2)C=O 6-ethyl-5-oxo-4,5-dihydrothieno[3,2-b]pyridine-2-carbaldehyde